8-(2-chloro-4-(2-(piperazin-1-yl)ethoxy)phenyl)-6-(1-methyl-cyclopropoxy)-9-(2-(pyridin-4-yl)ethyl)-9H-purine ClC1=C(C=CC(=C1)OCCN1CCNCC1)C=1N(C2=NC=NC(=C2N1)OC1(CC1)C)CCC1=CC=NC=C1